ClC=1C=C(C=CC1C1=NC=CC=N1)NC(=O)[C@H]1C[C@](C2=C1C=NC=1N2N=C(C1)F)(C)C1=NN(C=C1)C(F)F (6S,8S)-N-(3-chloro-4-(pyrimidin-2-yl)phenyl)-8-(1-(difluoromethyl)-1H-pyrazol-3-yl)-2-fluoro-8-methyl-7,8-dihydro-6H-cyclopenta[e]pyrazolo[1,5-a]pyrimidine-6-carboxamide